FC(C(C(F)(F)F)(C(F)(F)F)OC)(F)F 1,1,1,3,3,3-hexafluoro-2-methoxy-2-(trifluoromethyl)propane